BrCC(=O)N1C(OC[C@H]1C1=CC=CC=C1)=O (R)-3-(2-bromoacetyl)-4-phenyloxazolidin-2-one